COC1=NC=CC2=C1NC(=N2)N 4-Methoxy-3H-imidazo[4,5-c]pyridin-2-amine